C(C)(C)(C)C1=CC=C(CN2C(C(=NC3=CC=C(C=C23)OC)C2=CC=CC=C2)=O)C=C1 (4-(tert-butyl)benzyl)-7-methoxy-3-phenylquinoxalin-2(1H)-one